(1RS,3SR)-5'-bromo-4'-chloro-3-(5-(trifluoromethyl)-1H-pyrazol-1-yl)-1',2'-dihydrospiro[cyclopentane-1,3'-pyrrolo[2,3-b]pyridine] BrC=1C(=C2C(=NC1)NC[C@]21C[C@H](CC1)N1N=CC=C1C(F)(F)F)Cl |r|